(2R,3R,5R)-4-[[5-tert-butyl-3-(3,4-difluoro-2-methoxy-phenyl)tetrahydrofuran-2-carbonyl]amino]pyridine-2-carboxamide C(C)(C)(C)[C@H]1C[C@@H]([C@@H](O1)C(=O)NC1=CC(=NC=C1)C(=O)N)C1=C(C(=C(C=C1)F)F)OC